7-(benzyloxy)-5-fluoro-1-methyl-1H-indole C(C1=CC=CC=C1)OC=1C=C(C=C2C=CN(C12)C)F